(S)-quinuclidin-3-yl ((R)-6-ethoxy-5-(4-isobutoxyphenyl)-2,2-dimethyl-2,3-dihydro-1H-inden-1-yl)carbamate C(C)OC1=C(C=C2CC([C@H](C2=C1)NC(O[C@@H]1CN2CCC1CC2)=O)(C)C)C2=CC=C(C=C2)OCC(C)C